5-(7-((1S,2S)-2-(4-(trifluoromethyl)phenyl)cyclopropyl)-[1,2,4]triazolo[1,5-a]pyrimidin-5-yl)pyrimidine-2,4(1H,3H)-dione FC(C1=CC=C(C=C1)[C@@H]1[C@H](C1)C1=CC(=NC=2N1N=CN2)C=2C(NC(NC2)=O)=O)(F)F